2-(2,5-dichlorophenyl)-N-[1-(2-methylpropyl)-5-oxopyrrolidin-3-yl]acetamide ClC1=C(C=C(C=C1)Cl)CC(=O)NC1CN(C(C1)=O)CC(C)C